2-(2,2-difluoroethyl)-2'-methyl-spiro[4,5-dihydrothieno[2,3-c]pyran-7,4'-piperidine] FC(CC1=CC2=C(S1)C1(CC(NCC1)C)OCC2)F